ClC1=C(C=C(C=C1)C1=C(N(C2=NC(=CC=C21)C(=O)N2C(CN(CC2)C2=NC(=C(C(=O)O)C(=C2)C)C)(C)C)CC(C)C)C(F)(F)F)F 6-(4-(3-(4-chloro-3-fluorophenyl)-1-isobutyl-2-(trifluoromethyl)-1H-pyrrolo[2,3-b]pyridine-6-carbonyl)-3,3-dimethylpiperazin-1-yl)-2,4-dimethylnicotinic acid